CN1C[C@H]2N(C3=C(C=C(C=C3CC2)C=2N=C3C(=NC2)NC=C3C3=CC=C(C(=O)N(C)CC(C)(C)O)C=C3)C)CC1 (S)-4-(2-(3,10-dimethyl-2,3,4,4a,5,6-hexahydro-1H-pyrazino[1,2-a]quinolin-8-yl)-5H-pyrrolo[2,3-b]pyrazin-7-yl)-N-(2-hydroxy-2-methylpropyl)-N-methylbenzamide